FC1=CC=C(C=C1)C(C)(O)C=1C=NC(=NC1)C=1CCN(CC1)C1=NC=NN2C1=CC(=C2)C=2C=NN(C2)C 1-(4-fluorophenyl)-1-(2-(1-(6-(1-methyl-1H-pyrazol-4-yl)pyrrolo[2,1-f][1,2,4]triazin-4-yl)-1,2,3,6-tetrahydropyridin-4-yl)pyrimidin-5-yl)ethan-1-ol